C(=O)O.N[C@@H]1COCC[C@H]1C1=C(C=2N=C(N=C(C2S1)NCC=1OC=CC1)Cl)I 6-((3S,4R)-3-aminotetrahydro-2H-pyran-4-yl)-2-chloro-N-(furan-2-ylmethyl)-7-iodothieno[3,2-d]pyrimidin-4-amine formate